3-(azetidin-1-yl)-4-(methyl((5-(5-(trifluoromethyl)-1,2,4-oxadiazol-3-yl)pyridin-2-yl)methyl)amino)cyclobut-3-ene-1,2-dione N1(CCC1)C=1C(C(C1N(CC1=NC=C(C=C1)C1=NOC(=N1)C(F)(F)F)C)=O)=O